3-(hydrazinomethyl)pyridine dihydrochloride Cl.Cl.N(N)CC=1C=NC=CC1